1-hydroxy-3-(diethylamIno)benzene OC1=CC(=CC=C1)N(CC)CC